FC(OC1=CC=C(CNN2C(OCCC2)=O)C=C1)F 3-((4-(difluoromethoxy)benzyl)amino)-1,3-oxazinan-2-one